1-(3-(4,4,5,5-tetramethyl-1,3,2-dioxaborolan-2-yl)phenyl)tetrahydropyrimidin-2(1H)-one CC1(OB(OC1(C)C)C=1C=C(C=CC1)N1C(NCCC1)=O)C